1-(cyclohexylmethyl)-3-methyl-N-(1-(3,4,5-trimethoxyphenyl)-1H-imidazol-4-yl)-1H-pyrazolo[3,4-d]pyrimidin-6-amine C1(CCCCC1)CN1N=C(C=2C1=NC(=NC2)NC=2N=CN(C2)C2=CC(=C(C(=C2)OC)OC)OC)C